C(C)(C)(C)OC(=O)N1CC2(C1)CC(C2)C2=NC(=NN2)C2(CC2)O 6-[3-(1-hydroxycyclopropyl)-1H-1,2,4-triazol-5-yl]-2-azaspiro[3.3]heptane-2-carboxylic acid tert-butyl ester